C(C)(C)(C)OC(NC=1C=NC(=CC1)N1N=C(C(=C1)B1OC(C(O1)(C)C)(C)C)OC)=O N-[6-[3-methoxy-4-(4,4,5,5-tetramethyl-1,3,2-dioxaborolan-2-yl)pyrazol-1-yl]-3-pyridinyl]carbamic acid tert-butyl ester